tridodecyl-methyl-ammonium methyl-carbonate COC([O-])=O.C(CCCCCCCCCCC)[N+](C)(CCCCCCCCCCCC)CCCCCCCCCCCC